NC1=NC=CC(=N1)C 2-Amino-4-methylpyrimidine